1-(furan-3-carbonyl)-1H-pyrazol-5-amine O1C=C(C=C1)C(=O)N1N=CC=C1N